ClC=1N=C(C=2N=C(N(C(C2N1)=O)C)C(F)(F)F)C1=C(C=C(C=C1)Cl)F 6-chloro-8-(4-chloro-2-fluoro-phenyl)-3-methyl-2-(trifluoromethyl)-pyrimido[5,4-d]pyrimidin-4-one